2-((3-chloro-4-fluorophenyl)((5-fluoro-6-methylpyridin-2-yl)amino)methyl)-1H-imidazole-4-sulfonamide ClC=1C=C(C=CC1F)C(C=1NC=C(N1)S(=O)(=O)N)NC1=NC(=C(C=C1)F)C